(Z)-4-methyl-N-(8-(2-nitrophenyl)-1,3,4-triphenyl-7-oxa-1,2-diazaspiro[4.4]nona-2,8-dien-6-ylidene)benzenesulfonamide CC1=CC=C(C=C1)S(=O)(=O)\N=C/1\C2(C(C(=NN2C2=CC=CC=C2)C2=CC=CC=C2)C2=CC=CC=C2)C=C(O1)C1=C(C=CC=C1)[N+](=O)[O-]